2-(((tert-butyldimethylsilyl)oxy)methyl)-4-chloro-7-(4-(cyclooct-2-yn-1-yloxy)phenyl)-5,5-dimethyl-5,7-dihydro-6H-pyrrolo[2,3-d]pyrimidin-6-one [Si](C)(C)(C(C)(C)C)OCC=1N=C(C2=C(N1)N(C(C2(C)C)=O)C2=CC=C(C=C2)OC2C#CCCCCC2)Cl